N-(7-chloro-6-(1-(4-hydroxytetrahydrofuran-3-yl)piperidin-4-yl)isoquinolin-3-yl)-6-oxaspiro[2.5]octane-1-carboxamide ClC1=C(C=C2C=C(N=CC2=C1)NC(=O)C1CC12CCOCC2)C2CCN(CC2)C2COCC2O